tert-butyl 4-(6-iodo-5-(4-methoxy-4-oxobutan-2-yl)pyrimidin-4-yl)piperazine-1-carboxylate IC1=C(C(=NC=N1)N1CCN(CC1)C(=O)OC(C)(C)C)C(C)CC(=O)OC